2-{3'-triphenylenyl-[1,1'-biphenyl]-3-yl}-4,6-diphenyl-1,3,5-triazine C1(=CC=CC=2C3=CC=CC=C3C3=CC=CC=C3C12)C=1C=C(C=CC1)C1=CC(=CC=C1)C1=NC(=NC(=N1)C1=CC=CC=C1)C1=CC=CC=C1